bis(2-methylallyl)-1,5-cyclooctadiene ruthenium [Ru].CC(CC1=C(CCC=CCC1)CC(=C)C)=C